2-(2-fluoro-4-(2-((4-(4-(isopropylsulfonyl)phenyl)-5-methylthiazol-2-yl)amino)-2-oxoethyl)phenoxy)nicotinamide FC1=C(OC2=C(C(=O)N)C=CC=N2)C=CC(=C1)CC(=O)NC=1SC(=C(N1)C1=CC=C(C=C1)S(=O)(=O)C(C)C)C